C12C3OCCCC3C(CC1)C2 3-oxatricyclo[6.2.1.0(2,7)]Undecane